tert-butyl (R)-3-(methoxymethyl)-4-methylpiperazine-1-carboxylate COC[C@H]1CN(CCN1C)C(=O)OC(C)(C)C